FC(C=1C(=C(C=CC1)[C@@H](C)NC=1C2=C(N=C(N1)C)N1C(C(=C2)C2CCC(CC2)O)=NN=C1)F)F (R)-4-(4-((1-(3-(difluoromethyl)-2-fluorophenyl)ethyl)amino)-2-methyl-[1,2,4]triazolo[4',3':1,6]pyrido[2,3-d]pyrimidin-6-yl)cyclohexan-1-ol